BrC1=CC(=C(C(=C1)\C=C\B1OC(C(O1)(C)C)(C)C)O)F 4-bromo-2-fluoro-6-[(E)-2-(4,4,5,5-tetramethyl-1,3,2-dioxaborolan-2-yl)vinyl]phenol